N1N=NN=C1CCCCCCCCCC1=NN=NN1 5,5'-nonamethylenebis(1H-tetrazole)